1,1'-Bis(di-isopropylphosphino)ferrocene palladium dichloride [Pd](Cl)Cl.C(C)(C)P([C-]1C=CC=C1)C(C)C.[C-]1(C=CC=C1)P(C(C)C)C(C)C.[Fe+2]